BrC1=CC(=C(C=C1)SC1=CC=C(C=C1)C)OC (4-bromo-2-methoxyphenyl)(p-tolyl)sulfane